N1(CCC2=CC=CC=C12)C(=O)C1=CC=C(C=C1)S(=O)(=O)NC1=CC=CC=C1 4-(indoline-1-carbonyl)-N-phenylbenzenesulfonamide